N,N-diethyl-N-methyl-N-(6-hydroxyhexyl)ammonium C(C)[N+](CCCCCCO)(C)CC